[2-[6-[3,5-bis(6-isocyanatohexyl)-2,4,6-trioxo-1,3,5-triazin-1-yl] hexylcarbamoyloxy]-3-[4-[4,6-bis(4-phenylphenyl)-1,3,5-triazin-2-yl]-3-hydroxy-phenoxy] propyl] neodecanoate C(CCCCCC(C)(C)C)(=O)OCC(COC1=CC(=C(C=C1)C1=NC(=NC(=N1)C1=CC=C(C=C1)C1=CC=CC=C1)C1=CC=C(C=C1)C1=CC=CC=C1)O)OC(NCCCCCCN1C(N(C(N(C1=O)CCCCCCN=C=O)=O)CCCCCCN=C=O)=O)=O